C(C)(=O)C=1C=C(C=CC1)NC(CN1C(C2=C(C=CC=C2C=C1)NC=1C=C2C(=NC1)N(N=C2)C2OCCCC2)=O)=O N-(3-acetylphenyl)-2-[1-oxO-8-[(1-tetrahydropyran-2-ylpyrazolo[3,4-b]pyridin-5-yl)amino]-2-isoquinolyl]acetamide